ClC1=C2C(=NC=C1)C(CC2)O 4-Chloro-6,7-dihydro-5H-cyclopenta[b]pyridin-7-ol